OCC1N(CCCC1)C(C)=O 1-[2-(Hydroxymethyl)piperidin-1-yl]ethan-1-one